(3-(hydroxymethyl)-2-methylphenyl)-3-(1-methyl-1H-pyrazol-4-yl)-1H-pyrazolo[3,4-c]pyridine-1-carboxylic acid tert-butyl ester C(C)(C)(C)OC(=O)N1N=C(C=2C1=CN=CC2C2=C(C(=CC=C2)CO)C)C=2C=NN(C2)C